3-(3H-[1,2,3]triazolo[4,5-b]pyridin-5-yl)benzoic acid N1=NNC2=NC(=CC=C21)C=2C=C(C(=O)O)C=CC2